C(C=C)SC1=NC=NN1CC1(OC1C1=C(C=CC=C1)Cl)C1=C(C=C(C=C1)F)F 5-(allylsulfanyl)-1-{[3-(2-chlorophenyl)-2-(2,4-difluoro-phenyl)oxiran-2-yl]methyl}-1H-1,2,4-triazole